CC=1N=C(NC1C)C1=NC=CC(=C1)C=1C=NC=C(C1)C(=O)N(CCC)C 2'-(4,5-Dimethyl-1H-imidazol-2-yl)-N-methyl-N-propyl-3,4'-bipyridin-5-carboxamid